N(C=1N=NN(N1)CC1=CC=C(C=C1)C=C)C=1N=NN(N1)CC1=CC=C(C=C1)C=C 5,5'-iminobis[2-(4-vinylbenzyl)-2H-tetrazole]